(Z)-3-(3-(3,5-bis(trifluoromethyl)phenyl)-1H-1,2,4-triazol-1-yl)-N-(1H-pyrrolo[2,3-b]pyridin-1-yl)acrylamide FC(C=1C=C(C=C(C1)C(F)(F)F)C1=NN(C=N1)\C=C/C(=O)NN1C=CC=2C1=NC=CC2)(F)F